6-methoxy-1-methyl-3-phenylisoquinoline COC=1C=C2C=C(N=C(C2=CC1)C)C1=CC=CC=C1